CCC(CC(=O)[O-])=O.CCC(CC(=O)[O-])=O.[Al+2].NC1=C(C=C(C(=O)NC2=CC(=CC=C2)C2=CC3=C(N(C(=N3)COC)C)C=C2C(F)(F)F)C=C1)C#N 4-Amino-3-cyano-N-(3-(2-(methoxymethyl)-1-methyl-6-(trifluoromethyl)-1H-benzo[d]imidazol-5-yl)phenyl)benzamide aluminum di(methyl-acetoacetate)